5-chloro-N-(2,4-difluoro-3-(2-(((1r,4r)-4-(methylamino)cyclohexyl)amino)quinazolin-6-yl)phenyl)-2-methoxypyridine-3-sulfonamide ClC=1C=C(C(=NC1)OC)S(=O)(=O)NC1=C(C(=C(C=C1)F)C=1C=C2C=NC(=NC2=CC1)NC1CCC(CC1)NC)F